4-{5-{[dimethyl(oxo)-λ6-sulfanylidene]amino}-2-(4-fluoro-2,6-dimethylphenoxy)phenyl}-6-methyl-1,6-dihydro-7H-pyrrolo[2,3-c]pyridin-7-one CS(=O)(C)=NC=1C=CC(=C(C1)C=1C2=C(C(N(C1)C)=O)NC=C2)OC2=C(C=C(C=C2C)F)C